FC1=C(C=C(C=C1)S(=O)(=O)N(C)CC1=CC=C(C=C1)OC)C=1N=C2COC(CN2C1)C 4-fluoro-N-(4-methoxybenzyl)-N-Methyl-3-(6-methyl-5,6-dihydro-8H-imidazolo[2,1-c][1,4]oxazin-2-yl)benzenesulfonamide